OCC#CCN1C(NC=2N=CNC(C12)=O)=O 7-(4-hydroxybut-2-yn-1-yl)-7,9-dihydro-1H-purine-6,8-dione